C(C)(=O)C=1C(=CC(=C2C(C=COC12)=O)Br)Br 8-acetyl-5,7-dibromo-4H-chromen-4-one